yttrium-vanadium [V].[Y]